(S)-diethyl (2-((4-((3-chloro-4-fluorophenyl) amino)-7-((tetrahydro-3-furanyl) oxy)-6-quinazolinyl) amino)-2-carbonylethyl) phosphate P(=O)(OCC)(OCC)OCC(=C=O)NC=1C=C2C(=NC=NC2=CC1O[C@@H]1COCC1)NC1=CC(=C(C=C1)F)Cl